NC1=NC=C(C=C1O[C@H](C)C=1C=CC(=C(C1)NC(C1=CC(=CC=C1)C(F)(F)F)=O)C)Cl (R)-N-(5-(1-((2-Amino-5-chloropyridin-3-yl)oxy)ethyl)-2-methylphenyl)-3-(trifluoromethyl)benzamid